N1=CC=CC=C1.[Cu] copper compound with pyridine